5-(tetramethyl-1,3,2-dioxaborolan-2-yl)pyrazolo[1,5-a]pyridine CC1(C(OB(O1)C1=CC=2N(C=C1)N=CC2)(C)C)C